N1(CCCC1)CCC1(N(CC1)CCCCCCCC(=O)N(CCCCCCCCCC)CCCCCCCCCC)CCCCCCCC(=O)N(CCCCCCCCCC)CCCCCCCCCC 8,8'-((2-(pyrrolidin-1-yl)ethyl)azetidinediyl)bis(N,N-didecyl-octanoamide)